CN(CCC1(C(C=C(C=C1)[N+](=O)[O-])N)NC)C 1-(2-(dimethylamino)ethyl)-N1-methyl-4-nitrobenzene-1,2-diamine